FC1=CC=CC2=C(C3=CC=CC=C3C(=C12)OC(=O)C(C)C)OC(=O)C(C)C 1-fluoro-9,10-bis(isopropylcarbonyloxy)anthracene